dimethyl 2,2'-azobis(2-methylpropionate) (dimethyl 2,2'-azobis(2-methyl propionate)) CC(C(C(=O)O)(C)N=NC(C(=O)O)(C)C)C.N(=NC(C(=O)OC)(C)C)C(C(=O)OC)(C)C